NC1=NNC2=C(C=C(C=C12)C1=CC(=NC=C1)NC(C)=O)C#CC(C)(C)C N-(4-(3-amino-7-(3,3-dimethylbut-1-yn-1-yl)-1H-indazol-5-yl)pyridin-2-yl)acetamide